C(C)(C)C1=C(C(=CC=C1)C(C)C)[NH-] (2,6-diisopropylphenyl)amide